6-{(1r,5s,6r)-6-[ethyl-(propan-2-yl)carbamoyl]-3-azabicyclo[3.1.0]hex-3-yl}-2-azaspiro[3.3]heptane-2-carboxylic acid ethyl ester C(C)OC(=O)N1CC2(C1)CC(C2)N2C[C@H]1C([C@H]1C2)C(N(C(C)C)CC)=O